C(=O)C=1C=C(C=2C(C3=C(C=C(C=C3C(C2C1)=O)OC)O)=O)O 3-formyl-6-methoxy-1,8-dihydroxy-anthraquinone